CC(C(=O)O)(CN(C1=CC=C2C(=CC(OC2=C1)=O)C1=C(C=CC=C1)C([2H])([2H])[2H])C([2H])([2H])[2H])C 2,2-dimethyl-3-((methyl-d3)(4-(2-(methyl-d3)phenyl)-2-oxo-2H-chromen-7-yl)amino)propanoic acid